2-chloro-N-methyl-5-(4,4,5,5-tetramethyl-1,3,2-dioxaborolan-2-yl)pyridine-4-amine ClC1=NC=C(C(=C1)NC)B1OC(C(O1)(C)C)(C)C